(tert-butoxycarbonyl)-1-oxa-2,7-diazaspiro[4.5]dec-2-ene-3-carboxylic acid C(C)(C)(C)OC(=O)C1C(=NOC12CNCCC2)C(=O)O